4-(azetidin-3-yl)morpholin hydrochloride Cl.N1CC(C1)N1CCOCC1